(Z)-5-(benzo[b]thiophen-5-ylmethylene)-2-(phenylamino)-3,5-dihydro-4H-imidazol-4-one S1C2=C(C=C1)C=C(C=C2)\C=C/2\C(NC(=N2)NC2=CC=CC=C2)=O